Cadmium nitrite N(=O)[O-].[Cd+2].N(=O)[O-]